CN(CCNC(NC1=CC=C(C=C1)C=1C=CC2=C(N(C=N2)C=2C=C(C=CC2)N(S(=O)(=O)C)C)C1)=O)C N-(3-(6-(4-(3-(2-(dimethylamino)ethyl)ureido)phenyl)-1H-benzo[d]imidazol-1-yl)phenyl)-N-methylmethanesulfonamide